4-(2-chloro-4-fluorophenyl)-7-propoxy-2H-chromen-2-one ClC1=C(C=CC(=C1)F)C1=CC(OC2=CC(=CC=C12)OCCC)=O